NC=1C=C(C=C(C1)F)CCN1C(OC(C1=O)C)C=1C(=NN(C1)C1=CC=C(C=C1)Br)C1=CC=C(C=C1)F 3-(3-amino-5-fluorophenylethyl)-2-(1-(4-bromophenyl)-3-(4-fluorophenyl)-1H-pyrazol-4-yl)-5-methyl-oxazolidin-4-one